NC(CC(=O)O)C(NCCC(=O)OC1C(CCCC1)C)=O 3-amino-3-({3-[(2-methylcyclohexyl)oxy]-3-oxopropyl}carbamoyl)propionic acid